N1=CC(=CC=C1)C1=NC(=NO1)C1=CC=C(C2=CC=CC=C12)CN1CC(C1)C(=O)O 1-((4-(5-(pyridine-3-yl)-1,2,4-oxadiazol-3-yl)naphthalen-1-yl)methyl)azetidine-3-carboxylic acid